1-(2-bromopyridin-4-yl)-3-(3-methoxyphenyl)urea BrC1=NC=CC(=C1)NC(=O)NC1=CC(=CC=C1)OC